ClC1=C(CSCC2=C(C=CC=C2Cl)Cl)C(=CC=C1)Cl 2,6-Dichlorobenzyl sulfide